Cl.FC1(OC2=C(O1)C=CC(=C2)/C=C/C(=O)N2CCNCC2)F (2E)-3-(2,2-difluoro-2H-1,3-benzodioxol-5-yl)-1-(piperazin-1-yl)prop-2-en-1-one hydrochloride